BrC1=C(C(=CC(=C1)C)C(NC)=O)NC(=O)C1CCN(CC1)C(=O)OC(C)(C)C tert-butyl 4-((2-bromo-4-methyl-6-(methylcarbamoyl)phenyl)carbamoyl)piperidine-1-carboxylate